C1(=CC=CC=C1)/C(=C(\CC)/C1=CC=CC=C1)/C1=CC=C(OCCN(C)C)C=C1 2-(4-((1Z)-1,2-diphenyl-1-butenyl)phenoxy)-N,N-dimethylethylamine